Tert-butyl 3-(5-fluoro-3-methylindolin-1-yl)azetidine-1-carboxylate FC=1C=C2C(CN(C2=CC1)C1CN(C1)C(=O)OC(C)(C)C)C